ClC=1C=C(C=C(C1)Cl)C1(CC1)NC1=NC=C(C=N1)C1=NOC(=N1)C(F)(F)F N-[1-(3,5-dichlorophenyl)cyclopropyl]-5-[5-(trifluoromethyl)-1,2,4-oxadiazol-3-yl]pyrimidin-2-amine